6-chloro-8-(6-methoxy-4-methylbenzo[d]thiazol-2-yl)quinolin-3-ol ClC=1C=C2C=C(C=NC2=C(C1)C=1SC2=C(N1)C(=CC(=C2)OC)C)O